1-{2-[4-(3,3-difluoroazetidin-1-yl)-2H-1,2,3-triazol-2-yl]acetyl}-4-fluoro-N-{[6-fluoro-5-(propan-2-yl)pyridin-2-yl](phenyl)methyl}pyrrolidine-2-carboxamide FC1(CN(C1)C1=NN(N=C1)CC(=O)N1C(CC(C1)F)C(=O)NC(C1=CC=CC=C1)C1=NC(=C(C=C1)C(C)C)F)F